(4-(8-cyanonaphthalen-1-yl)phenyl)boronic acid C(#N)C=1C=CC=C2C=CC=C(C12)C1=CC=C(C=C1)B(O)O